1-(4-amino-2-methyl-phenyl)pyrrolidin-2-one NC1=CC(=C(C=C1)N1C(CCC1)=O)C